3-(Amino)methyleneindoline NC=C1CNC2=CC=CC=C12